C(CCCCC)(=O)ON1C(CCC1=O)=O (2,5-dioxopyrrolidin-1-yl) hexanoate